1-((4-(4-((3-(3,6-difluoropyridin-2-yl)-1-((1r,4r)-4-ethoxycyclohexyl)-1H-pyrazol-4-yl)carbamoyl)thiazol-2-yl)-1H-pyrazol-1-yl)methyl) 4-methyl D-aspartate N[C@H](CC(=O)OC)C(=O)OCN1N=CC(=C1)C=1SC=C(N1)C(NC=1C(=NN(C1)C1CCC(CC1)OCC)C1=NC(=CC=C1F)F)=O